tert-Butyl 4-(3-methyl-4-oxo-3,4-dihydropteridin-6-yl)piperazine-1-carboxylate CN1C=NC2=NC=C(N=C2C1=O)N1CCN(CC1)C(=O)OC(C)(C)C